C(C)(C)(C)OC(N[C@H](C(=O)NC1=CC=C(C=C1)C=1CCOCC1)C(C1=CC=CC=C1)C1=CC=CC=C1)=O (S)-(1-((4-(3,6-dihydro-2H-pyran-4-yl)phenyl)amino)-1-oxo-3,3-di-Phenylpropan-2-yl)carbamic acid tert-butyl ester